rac-N-(6-amino-5-methyl-3-pyridyl)-2-[(2R,5S)-2-(1,3-Benzothiazol-5-yl)-4-Isobutyl-5-methyl-1-piperidyl]-2-oxo-acetamide NC1=C(C=C(C=N1)NC(C(=O)N1[C@H](C[C@H]([C@@H](C1)C)CC(C)C)C=1C=CC2=C(N=CS2)C1)=O)C |&1:14|